lithium (5-(1,3-dioxolan-2-yl)pyridin-2-yl)trihydroxyborate O1C(OCC1)C=1C=CC(=NC1)[B-](O)(O)O.[Li+]